tert-butyl N-(4-bromo-1,3-thiazol-2-yl)-N-[(4-methoxyphenyl)methyl]carbamate BrC=1N=C(SC1)N(C(OC(C)(C)C)=O)CC1=CC=C(C=C1)OC